4-hydroxybutane-1-sulfonic acid OCCCCS(=O)(=O)O